O=C1NC=C(C(N1)=O)C=1C=C(C=2N(N1)C=CN2)N2CC(C(C2)(F)F)NC(C2=CC=C(C=C2)C(F)(F)F)=O N-(1-(6-(2,4-dioxo-1,2,3,4-tetrahydropyrimidin-5-yl)imidazo[1,2-b]pyridazin-8-yl)-4,4-difluoropyrrolidin-3-yl)-4-(trifluoromethyl)benzamide